COC=O.FC1=C(C=CC(=C1)F)C1=C2C(=NN1CC=1C=CC=CC1)CNC2 3-((3-(2,4-difluorophenyl)-5,6-dihydropyrrolo[3,4-c]pyrazole-2(4H)-yl)methyl)benzene Methyl-formate